3-(3-(cyanomethyl)-7-((1,1-dioxidotetrahydro-2H-thiopyran-4-yl)amino)benzofuran-2-yl)prop-2-yn C(#N)CC1=C(OC2=C1C=CC=C2NC2CCS(CC2)(=O)=O)C#CC